FC(OC1=CC=C(CN2C3=C(C(=C(C2=O)O)C(=O)O)SC=C3)C=C1)F 4-(4-(difluoromethoxy)benzyl)-6-hydroxy-5-oxo-4,5-dihydrothieno[3,2-b]pyridine-7-carboxylic acid